C[C@H](C(CP(OC)(OC)=O)=O)CC#CCC (S)-(+)-dimethyl (3-methyl-2-oxooct-5-yn-1-yl)phosphonate